1-[(2R,6S)-6-[[bis(4-methoxyphenyl)-phenyl-methoxy]methyl]-3,5-dihydroxy-6-(triiso-propylsilyloxymethyl)-1,4-dioxan-2-yl]-5-methyl-pyrimidine-2,4-dione COC1=CC=C(C=C1)C(OC[C@@]1(C(OC([C@@H](O1)N1C(NC(C(=C1)C)=O)=O)O)O)CO[Si](C(C)C)(C(C)C)C(C)C)(C1=CC=CC=C1)C1=CC=C(C=C1)OC